4-hydroxy-3-methoxy-mandelic acid 3,4-dihydroxy-phenylpropanoate OC=1C=C(C=CC1O)OC(CC)=O.OC1=C(C=C(C(C(=O)O)O)C=C1)OC